Di(4-Fluorobenzyl)Tin Dichloride FC1=CC=C(C[Sn](CC2=CC=C(C=C2)F)(Cl)Cl)C=C1